5-{(1-(4-(4-(aminomethyl)-1H-pyrazol-1-yl)benzoyl)-4-hydroxypiperidin-4-yl)methyl}-1-(4-fluorophenyl)-1H-pyrazolo[3,4-d]pyrimidin-4(5H)-one NCC=1C=NN(C1)C1=CC=C(C(=O)N2CCC(CC2)(O)CN2C=NC3=C(C2=O)C=NN3C3=CC=C(C=C3)F)C=C1